C(CCC)OCCOC(CC)O 1-(butoxyethoxy)propanol